(3S)-3-[9H-fluoren-9-ylmethoxycarbonyl-(methyl)amino]-4-morpholin-4-yl-4-oxobutanoic acid C1=CC=CC=2C3=CC=CC=C3C(C12)COC(=O)N([C@@H](CC(=O)O)C(=O)N1CCOCC1)C